hexa-1,4-diyne C#CCC#CC